N-(3,4,5-trimethoxyphenyl)acetamide piperonylate C(C1=CC=2OCOC2C=C1)(=O)O.COC=1C=C(C=C(C1OC)OC)NC(C)=O